(hydroxyphenylmethylene)amino-propanediol sebacate C(CCCCCCCCC(=O)O)(=O)O.OC(C1=CC=CC=C1)=NC(CC)(O)O